C(C)(C)(C)OC(=O)N[C@H](COC=1C(=C(C=CC1)CCCCC(=O)OC)Cl)CCC(N)=O Methyl 5-[3-[(2S)-2-[(tert-butoxycarbonyl)amino]-4-carbamoylbutoxy]-2-chlorophenyl]pentanoate